7-bromo-2-(((pyridin-3-ylmethyl)amino)methyl)imidazo[1,2-c]quinazolin-5-amine BrC1=CC=CC=2C=3N(C(=NC12)N)C=C(N3)CNCC=3C=NC=CC3